(S)-N-(2,4-dichloro-6-fluorobenzyl)-5-fluoro-8-oxo-5,6,7,8-tetrahydroquinoline-5-carboxamide ClC1=C(CNC(=O)[C@]2(C=3C=CC=NC3C(CC2)=O)F)C(=CC(=C1)Cl)F